C1OCC12CC(C2)N2N=C(C=C2C(F)(F)F)NC=2N(C=1C(=NC=C(C1Cl)OC=1C=NN3C1C(=NC=C3)NC)N2)C N-(1-(2-oxaspiro[3.3]heptan-6-yl)-5-(trifluoromethyl)-1H-pyrazol-3-yl)-7-chloro-1-methyl-6-((4-(methylamino)pyrazolo[1,5-a]pyrazin-3-yl)oxy)-1H-imidazo[4,5-b]pyridin-2-amine